[N+](=[N-])=CC(CC[C@@H](C(=O)OC(C)C)NC([C@@H](C1=NC=CC=N1)OC)=O)=O isopropyl (S)-6-diazo-2-((R)-2-methoxy-2-(pyrimidin-2-yl)acetamido)-5-oxohexanoate